4-dicyanomethylene-2-methyl-6-(p-dimethylaminostyryl)-4H-pyran C(#N)C(=C1C=C(OC(=C1)C=CC1=CC=C(C=C1)N(C)C)C)C#N